1-[2-(4-fluoro-3,5-dimethyl-phenyl)-4,5,6,7-tetrahydro-pyrazolo[1,5-a]pyrazin-3-yl]-3-(1-methylindol-5-yl)imidazol-2-one FC1=C(C=C(C=C1C)C1=NN2C(CNCC2)=C1N1C(N(C=C1)C=1C=C2C=CN(C2=CC1)C)=O)C